tert-butyl 3-(2-(3-(((tert-butyldimethylsilyl)oxy)methyl)phenoxy)ethyl)-6-fluoro-2-oxo-3,4-dihydroquinazoline-1(2H)-carboxylate [Si](C)(C)(C(C)(C)C)OCC=1C=C(OCCN2C(N(C3=CC=C(C=C3C2)F)C(=O)OC(C)(C)C)=O)C=CC1